9-amino-3-azaspiro[5.5]undecane-3-carboxylic acid tert-butyl ester C(C)(C)(C)OC(=O)N1CCC2(CC1)CCC(CC2)N